diphenyl-iodonium hexafluorophosphate salt F[P-](F)(F)(F)(F)F.C1(=CC=CC=C1)[I+]C1=CC=CC=C1